4-(2-Chloro-4-methylphenyl)butan-1-ol ClC1=C(C=CC(=C1)C)CCCCO